phenyl-[3-(trifluoromethyl)phenyl]iodonium C1(=CC=CC=C1)[I+]C1=CC(=CC=C1)C(F)(F)F